3-[5-(difluoromethyl)-1,3,4-oxadiazol-2-yl]-7-(4-fluorophenyl)-7,8-dihydropyrido[2,3-d]pyridazin-5(6H)-one FC(C1=NN=C(O1)C1=CC2=C(CN(NC2=O)C2=CC=C(C=C2)F)N=C1)F